COC(=O)C=1SC2=C(C1Br)C=CC(=C2)Cl 3-Bromo-6-chloro-1-benzothiophene-2-carboxylic acid methyl ester